2,2-Dimethylpropanoic acid, heptadecyl ester CC(C(=O)OCCCCCCCCCCCCCCCCC)(C)C